zinc cresolsulfonate C=1(C(=CC=CC1O)S(=O)(=O)[O-])C.[Zn+2].C=1(C(=CC=CC1O)S(=O)(=O)[O-])C